COC=1C(=NC(=NC1NC1=CC=NC=C1)N1CCOCC1)C1(C(N(CCN1)C)=O)C1=CC=CC=C1 5-methoxy-2-morpholino-6-(pyridin-4-ylamino)pyrimidin-4-ylphenyl-1-methylpiperazin-2-one